1-[4-(2-{6-[(7R)-7-Amino-2-azabicyclo[2.2.1]heptane-2-carbonyl]-3-methylpyrazolo[1,5-a]pyridin-2-yl}-1-(cyclopropylmethyl)-1H-indol-6-yl)phenyl]pyrrolidin-2-one N[C@H]1C2N(CC1CC2)C(=O)C=2C=CC=1N(C2)N=C(C1C)C=1N(C2=CC(=CC=C2C1)C1=CC=C(C=C1)N1C(CCC1)=O)CC1CC1